C(=CC)N1CCN(CC1)C1=C(C(N(C2=NC(=C(C=C12)Cl)Cl)C=1C(=NC=CC1C)C(C)C)=O)C#N 4-(4-propenylpiperazin-1-yl)-6,7-dichloro-1-(2-isopropyl-4-methylpyridin-3-yl)-2-oxo-1,2-dihydro-1,8-naphthyridine-3-carbonitrile